FC1(C2C3N(C(C=4N(C3)C=C(C(C4O)=O)C(=O)N)=O)C(C1)C2)F 2,2-difluoro-7-hydroxy-6,8-dioxo-1,2,3,4,6,8,12,12a-octahydro-1,4-methanodipyrido[1,2-a:1',2'-d]pyrazine-9-carboxamide